C(C1=CC=CC=C1)OC1=C(C=CC=C1)C1=CC(=C(N=N1)NC(=O)OC(C)OC(C(C)C)=O)N1N=CC(=C1)N1C(CN(CC1)C(=O)OC(C)(C)C)=O tert-butyl 4-(1-(6-(2-(benzyloxy)phenyl)-3-(((1-(isobutyryloxy)ethoxy)carbonyl)amino)pyridazin-4-yl)-1H-pyrazol-4-yl)-3-oxopiperazine-1-carboxylate